O=S(C1=CC(=CC(=C1)C(F)(F)F)B1OC(C(O1)(C)C)(C)C)(C1=CC(=CC(=C1)C(F)(F)F)B1OC(C(O1)(C)C)(C)C)=NCC(=O)OC(C)(C)C tert-butyl 2-((oxobis(3-(4,4,5,5-tetramethyl-1,3,2-dioxaborolan-2-yl)-5-(trifluoromethyl)phenyl)-λ6-sulfanylidene)amino)acetate